CC(C)=C1CCC(CC1)N1CCC(CC1)N1C=C(C=2C1=NC=CC2)CCN 2-(1-(1-(4-(propan-2-ylidene)cyclohexyl)piperidin-4-yl)-1H-pyrrolo[2,3-b]pyridin-3-yl)ethan-1-amine